6-((S)-2-((3aR,5R,6aS)-5-(4-fluorophenoxy)-3a-hydroxyhexahydrocyclopenta[c]pyrrol-2(1H)-yl)-1-hydroxyethyl)-3,4-dihydroquinolin-2(1H)-one FC1=CC=C(O[C@H]2C[C@]3([C@H](CN(C3)C[C@@H](O)C=3C=C4CCC(NC4=CC3)=O)C2)O)C=C1